ClC=1N=C2C=C(C(N(C2=C(C1)OCC1(CC1)S(N)(=O)=O)C)=O)C(=O)NCC1=CC=C(C=C1)Cl 6-chloro-N-(4-chlorobenzyl)-1-methyl-2-oxo-8-((1-sulfamoylcyclopropyl)methoxy)-1,2-dihydro-1,5-naphthyridine-3-carboxamide